C1(CC=CCCCCCCCCCCC1)=O (+)-(3R,5Z)-3-cyclopentadecen-1-one